N1(CCOCC1)C1=CC=C2C(=N1)NC=C2C2=NC(=NC=C2C(F)(F)F)C2(CCC21CNCC1)N (4-(6-morpholinyl-1H-pyrrolo[2,3-b]pyridin-3-yl)-5-(trifluoromethyl)pyrimidin-2-yl)-6-azaspiro[3.4]octane-1-amine